ClC1=C(C=CC=C1)C1=NC(=CC=2C3=CC=CC=C3NC12)\C=N\NC=1C(N=C2C=CC=CC12)=O ((E)-(1-(2-chlorophenyl)-β-carbolin-3-yl)methylenehydrazino)indol-2-one